COC1=CC=C2NC=C(CCN(C(C)C)C)C2=C1 5-methoxy-methylisopropyltryptamine